O1C(=NC=C1)CCCC1=CC=C(C=N1)NC(C(=O)NC1=C(C(=C(C#N)C=C1)C(F)(F)F)F)(C)C 4-[2-[6-[3-(2-oxazolyl)propyl]-3-pyridyl]aminoisobutyrylamino]-3-fluoro-2-(trifluoromethyl)benzonitrile